6-(difluoromethoxy)-N-[(1-ethyl-1H-imidazo[1,2-b]pyrazol-7-yl)methyl]-5-fluoropyridine-3-carboxamide FC(OC1=C(C=C(C=N1)C(=O)NCC1=C2N(N=C1)C=CN2CC)F)F